2-((1S,2S)-1-(3-cyano-1-methyl-1H-pyrazol-4-yl)-1-(2,5-difluorophenyl)propan-2-yl)-5-hydroxy-N-(isoxazol-4-yl)-1-methyl-6-oxo-1,6-dihydropyrimidine-4-carboxamide C(#N)C1=NN(C=C1[C@H]([C@H](C)C=1N(C(C(=C(N1)C(=O)NC=1C=NOC1)O)=O)C)C1=C(C=CC(=C1)F)F)C